2-chloro-N-(furan-2-ylmethyl)-7-iodothieno[3,2-d]pyrimidine-4-amine formate C(=O)O.ClC=1N=C(C2=C(N1)C(=CS2)I)NCC=2OC=CC2